C(C)C(COC(C=CCC1=CC(=CC(=C1)OC1=CC=C(C=C1)N)OC1=CC=C(C=C1)N)=O)CC 3,5-bis(4-aminophenoxy)tolueneacrylic acid-2-ethylbutyl ester